CC=1C=C(C=CC1C)C(C)O 1-(3,4-dimethylphenyl)ethanol